CC1NC2=CC=C(C=C2C(C1)O)O 2-Methyl-1,2,3,4-tetrahydroquinoline-4,6-diol